1-(3-fluorobenzyl)-4-(3-(2-methylpyridin-4-yl)-1H-indazol-5-yl)pyridin-2(1H)-one FC=1C=C(CN2C(C=C(C=C2)C=2C=C3C(=NNC3=CC2)C2=CC(=NC=C2)C)=O)C=CC1